rac-4-(2-Azido-1-methoxypropan-2-yl)-6-chloro-1-cyclopropoxy-2,7-naphthyridine N(=[N+]=[N-])[C@](COC)(C)C1=CN=C(C2=CN=C(C=C12)Cl)OC1CC1 |r|